FC(C(=O)O)(F)F.NC1=CC=C(C2=C1NC(=N2)C(F)(F)F)C(=O)NC2C(NC(CC2)=O)=O 7-amino-N-(2,6-dioxopiperidin-3-yl)-2-(trifluoromethyl)-1H-1,3-benzodiazole-4-carboxamide trifluoroacetate